CN1C(N([C@H]2C[C@H](O)[C@@H](CO)O2)C=CC1=N)=O N3-Methyl-deoxyCytidine